FC1=C(C=C(C=C1)[N+](=O)[O-])OC 1-Fluoro-2-methoxy-4-nitrobenzene